N-(3-((3-Fluorophenyl)carbamoyl)phenyl)-2-(6-azaspiro[2.5]octan-6-yl)nicotinamide FC=1C=C(C=CC1)NC(=O)C=1C=C(C=CC1)NC(C1=C(N=CC=C1)N1CCC2(CC2)CC1)=O